N-((3S,5S,8R,9S,10R,13R,14S,17R)-5,14-dihydroxy-10,13-dimethyl-17-(2-oxo-2H-pyran-5-yl)hexadecahydro-1H-cyclopenta[a]phenanthren-3-yl)-3-oxopiperazine-1-carboxamide O[C@]12C[C@H](CC[C@@]2([C@H]2CC[C@@]3([C@H](CC[C@@]3([C@@H]2CC1)O)C=1C=CC(OC1)=O)C)C)NC(=O)N1CC(NCC1)=O